C(C1=CC=CC=C1)OC[C@]1(C(C1)(F)F)CO |o1:9| (R or S)-(1-((benzyloxy)methyl)-2,2-difluorocyclopropyl)methanol